2-methyl-4-(4-(4,4,5,5-tetramethyl-1,3,2-dioxaborolan-2-yl)-1H-pyrazol-1-yl)butan-2-ol CC(C)(CCN1N=CC(=C1)B1OC(C(O1)(C)C)(C)C)O